C1(CC1)S(=O)(=O)N1C2=C(OCC1)N=CC(=C2)NC2=CC=C(C=N2)C2=CC=C(C=C2)N2C(CCC2)=O 1-(4-(6-((1-(cyclopropylsulfonyl)-2,3-dihydro-1H-pyrido[2,3-b][1,4]oxazin-7-yl)amino)pyridin-3-yl)phenyl)pyrrolidin-2-one